5-(p-Chlorophenyl)-6-{1-[m-(trifluoromethyl)phenyl]-1H-pyrazol-4-yl}-4-pyrimidinylamine ClC1=CC=C(C=C1)C=1C(=NC=NC1C=1C=NN(C1)C1=CC(=CC=C1)C(F)(F)F)N